5,6-dimethyl-3-(2-trimethylsilylethynyl)pyridine-2-carbonitrile CC=1C=C(C(=NC1C)C#N)C#C[Si](C)(C)C